C(\C=C/C(=O)O)(=O)O.NNC(=N)N aminoguanidine maleate